CC1=C(C#N)C=CC=C1[C@@H](C)NC1=C2C(=C(N=N1)C)C=NC(=C2)N2CC1NCCCC1C2 2-methyl-3-((1R)-1-((4-methyl-7-(octahydro-6H-pyrrolo[3,4-b]pyridin-6-yl)pyrido[3,4-d]pyridazin-1-yl)amino)ethyl)benzonitrile